methyl 13-chloro-8-(2,6-difluorophenyl)-3-(2-trimethylsilylethoxymethyl)-3,4,7,9,12-pentazatricyclo[8.4.0.02,6]tetradeca-1(10),2(6),4,11,13-pentaene-5-carboxylate ClC=1N=CC=2NC(NC=3C(=NN(C3C2C1)COCC[Si](C)(C)C)C(=O)OC)C1=C(C=CC=C1F)F